BrCCCCN1C(=NC=C1)[N+](=O)[O-] 1-(4-bromobutyl)-2-nitro-1H-imidazole